5-hydroxy-2-methylpyrazolo[1,5-a]pyridine-3-carboxylic acid ethyl ester C(C)OC(=O)C=1C(=NN2C1C=C(C=C2)O)C